O1C(C(CC2=CC=CC=C12)C1=CC=CC=C1)(O)O isoflavanediol